2-((4-(1,1-dioxidoisothiazolidin-2-yl)phenyl)amino)-4-((tetrahydro-2H-pyran-4-yl)amino)-7H-pyrrolo[2,3-d]pyrimidine-5-carbonitrile O=S1(N(CCC1)C1=CC=C(C=C1)NC=1N=C(C2=C(N1)NC=C2C#N)NC2CCOCC2)=O